3-(4-Methoxy-phenyl)-2-{2-[4-(4-methyl-piperazin-1-yl)-phenylamino]-pyrimidin-4-yl}-thiazolo[3,2-a]pyrimidin-5-one COC1=CC=C(C=C1)C1=C(SC=2N1C(C=CN2)=O)C2=NC(=NC=C2)NC2=CC=C(C=C2)N2CCN(CC2)C